2,4-dihydroxy-3,3-dimethylbutanoyl-CoA OC(C(=O)SCCNC(CCNC([C@@H](C(COP(OP(OC[C@@H]1[C@H]([C@H]([C@@H](O1)N1C=NC=2C(N)=NC=NC12)O)OP(=O)(O)O)(=O)O)(=O)O)(C)C)O)=O)=O)C(CO)(C)C